FC1=CC(=C(C=C1)[C@@H]1[C@H](O[C@](C1)(C(F)(F)F)C)C(=O)NC1=CC(=NC=C1)C(=O)N)OC (2S,3R,5R)-4-[[3-(4-Fluoro-2-methoxy-phenyl)-5-methyl-5-(trifluoromethyl)tetrahydrofuran-2-carbonyl]amino]pyridin-2-carboxamid